ClC1=C(C(=O)O)C=CC=C1C1=CN=C(N1)C#N 2-chloro-3-(2-cyano-1H-imidazol-5-yl)benzoic acid